anthracene-3,10-diamine C1=CC(=CC2=C(C3=CC=CC=C3C=C12)N)N